C(CCCCC)C(C(=O)OCC(COC(CC(CCCCC)CCCCC)=O)(COC(CC(CCCCC)CCCCC)=O)COC(CCCN(C)C)=O)C(=O)OCCCCCC 2-({[4-(Dimethylamino)butanoyl]oxy}methyl)-3-[(3-pentyloctanoyl)oxy]-2-{[(3-pentyloctanoyl)oxy]methyl}propyl hexyl hexylpropanedioate